1,3-dihydrofurano[3,4-c]pyridin-4-amine C1OCC=2C(=NC=CC21)N